C(#N)C1=NC=CC(=C1)C=1N=C2C(=C(C=NC2=CC1)C(=O)NCCC1CC1)NC(C)C 6-(2-cyanopyridin-4-yl)-N-(2-cyclopropylethyl)-4-(isopropylamino)-1,5-naphthyridine-3-carboxamide